thexyl-borane C(C)(C)(C(C)C)B